OB1OCC2=C1C(=C(C=C2)C(=O)N[C@@H](C(C)C)C(=O)OCC2OCCOC2)C (1,4-dioxan-2-yl)methyl (1-hydroxy-7-methyl-1,3-dihydrobenzo[c][1,2]oxaborole-6-carbonyl)-L-valinate